cyclohex-2-yl pivalate C(C(C)(C)C)(=O)OC1CCCCC1